2-{3-[(5-{[2-(2,6-dioxopiperidin-3-yl)-1,3-dioxo-2,3-dihydro-1H-isoindol-4-yl]amino}pentyl)oxy]phenyl}acetic acid O=C1NC(CCC1N1C(C2=CC=CC(=C2C1=O)NCCCCCOC=1C=C(C=CC1)CC(=O)O)=O)=O